Ethyl 4-(((3R,4R,5S)-4-(hydroxymethyl)-5-(3,4,5-trimethoxyphenyl)tetrahydrofuran-3-yl)methyl)benzoate OC[C@H]1[C@H](CO[C@@H]1C1=CC(=C(C(=C1)OC)OC)OC)CC1=CC=C(C(=O)OCC)C=C1